tetrahydro-2H-pyran-3,4,5-trisyl tribenzoate C(C1=CC=CC=C1)(=O)OC1COCC(C1OC(C1=CC=CC=C1)=O)OC(C1=CC=CC=C1)=O